(2S)-2-[4-bromo-2-(1,1-difluoropropyl)phenoxy](2-2H)Propionic acid BrC1=CC(=C(O[C@](C(=O)O)(C)[2H])C=C1)C(CC)(F)F